[Zn].C(=C)OCCNC(S)=S.C(=C)OCCNC(S)=S bis[N-(vinyloxyethyl)dithiocarbamic acid] zinc